1-(2-(5-(2-methylpyridin-3-yl)isoindolin-2-yl)-2-oxoethyl)-1H-1,2,4-triazole-3-carbonitrile CC1=NC=CC=C1C=1C=C2CN(CC2=CC1)C(CN1N=C(N=C1)C#N)=O